[Si](C1=CC=CC=C1)(C1=CC=CC=C1)(C(C)(C)C)OC[C@H](C=C)NCCC(F)F [(2S)-1-[(tert-butyldiphenylsilyl)oxy]but-3-en-2-yl](3,3-difluoropropyl)amine